NC1=C(C=C(C=C1Cl)C=1C=CC(=C2C(N(CC12)CC(=C)C(N)=O)=O)NC(=O)C1CCN(CC1)C)Cl N-[7-(4-amino-3,5-dichlorophenyl)-2-(2-carbamoyl-2-methylideneethyl)-3-oxo-2,3-dihydro-1H-isoindol-4-yl]-1-methylpiperidine-4-carboxamide